tert-butyl 3-[1-[[1-(2,6-dioxo-3-piperidyl)-3-methyl-2-oxo-benzimidazol-5-yl]methyl] azetidin-3-yl]oxyazetidine-1-carboxylate O=C1NC(CCC1N1C(N(C2=C1C=CC(=C2)CN2CC(C2)OC2CN(C2)C(=O)OC(C)(C)C)C)=O)=O